CN(CCNC(C1=C(C=C(C(=C1)F)N1N=C2N(CCCC2)C1=O)O[C@H](C(F)(F)F)C)=O)C N-[2-(dimethylamino)ethyl]-5-fluoro-4-(3-oxo-5,6,7,8-tetrahydro[1,2,4]triazolo[4,3-a]pyridin-2(3H)-yl)-2-{[(2S)-1,1,1-trifluoropropan-2-yl]oxy}benzamide